N-[1-(2-{6-[(3R)-3-aminopiperidine-1-carbonyl]-3-methylpyrazolo[1,5-a]pyridin-2-yl}-1-(cyclopropylmethyl)-1H-indol-6-yl)piperidin-4-yl]-N-methyl-methanesulfonamide N[C@H]1CN(CCC1)C(=O)C=1C=CC=2N(C1)N=C(C2C)C=2N(C1=CC(=CC=C1C2)N2CCC(CC2)N(S(=O)(=O)C)C)CC2CC2